OC=1C=C(C=C(C1)B1OC(C(O1)(C)C)(C)C)/C=C/C(=O)OCC ethyl (E)-3-(3-hydroxy-5-(4,4,5,5-tetramethyl-1,3,2-dioxaborolan-2-yl)phenyl)acrylate